(R)-3-(4-chloro-2-(3-methylmorpholino)-1,7-naphthyridin-8-yl)-1H-pyrazole-1-carboxylic acid tert-butyl ester C(C)(C)(C)OC(=O)N1N=C(C=C1)C=1N=CC=C2C(=CC(=NC12)N1[C@@H](COCC1)C)Cl